ClC=1C=C(C#N)C=C(C1)CCN1C[C@H]([C@@H](C1)C)COC1=CC=C(C=C1)C1(COC1)S(=O)(=O)C 3-chloro-5-{2-[(3S,4S)-3-{[4-(3-methanesulfonyloxetan-3-yl)phenoxy]methyl}-4-methylpyrrolidin-1-yl]ethyl}benzonitrile